2-isopropyl-4,4-dimethylpentyl nitrate [N+](=O)(OCC(CC(C)(C)C)C(C)C)[O-]